ClC=1C=CC2=C(C=C(O2)C(=O)N[C@@H]2CC[C@H](CC2)C(NCC=2OC3=C(C2)C=C(C=C3)Cl)=O)C1 5-chloro-N-(trans-4-(((5-chlorobenzofuran-2-yl)methyl)carbamoyl)cyclohexyl)benzofuran-2-carboxamide